N-nicotinoyl-glycine C1=CC(=CN=C1)C(=O)NCC(=O)O